[Si](C)(C)(C(C)(C)C)O[C@H]1CC[C@@]2([C@H]3CC[C@@]4([C@H](CC[C@H]4[C@@H]3C(C=C2C1)=O)O[Si](C)(C)C(C)(C)C)C)C (3S,8R,9S,10R,13S,14S,17S)-3,17-Bis((tert-butyldimethylsilyl)oxy)-10,13-dimethyl-1,2,3,4,8,9,10,11,12,13,14,15,16,17-tetradecahydro-7H-cyclopenta[a]phenanthren-7-one